N[C@H](C(=O)N[C@H](C(=O)NC1=CC=C(C=C1)CO)CCCNC(N)=O)C(C)C (2S)-2-{[(2S)-2-amino-3-methylbutanoyl]amino}-5-(carbamoylamino)-N-[4-(hydroxymethyl)phenyl]pentanamide